C1(=CC=CC=C1)C[C@H](C)NP(OCC)(OCC)=O (S)-Diethyl (1-Phenylpropan-2-yl)Phosphoramidate